(S)-5-(5-(5-(trifluoromethyl)pyrimidin-2-yl)-4,5,6,7-tetrahydro-2H-pyrazolo[4,3-c]pyridin-2-yl)pentan-2-amine FC(C=1C=NC(=NC1)N1CC=2C(CC1)=NN(C2)CCC[C@H](C)N)(F)F